C(C(C([2H])([2H])[2H])O)([2H])([2H])[2H] propan-1,1,1,3,3,3-d6-2-ol